1-(5-methoxy-2-nitro-4-((6-(3-phenylisoxazolidin-2-yl)pyrimidin-4-yl)amino)phenyl)piperidin-4-one COC=1C(=CC(=C(C1)N1CCC(CC1)=O)[N+](=O)[O-])NC1=NC=NC(=C1)N1OCCC1C1=CC=CC=C1